C(C)(C)(C)OC(=O)N1CCC(=C(C1=O)S(=O)(=O)CNC1=CC=C(C=C1)C(=O)OCC)O 5-((4-(ethoxycarbonyl)phenyl)aminomethyl-sulfonyl)-4-hydroxy-6-oxo-3,6-dihydropyridine-1(2H)-carboxylic acid tert-butyl ester